FC1=C(C=CC(=C1)S(=O)(=O)C)[C@@H]1COCCCN1C1=NC(=NC(=C1)C)N |r| (+-)-4-(3-(2-fluoro-4-(methylsulfonyl)phenyl)-1,4-oxazepan-4-yl)-6-methyl-pyrimidin-2-amine